6-chloro-5-cyano-4-[[3-(4-methoxy-3-methyl-4-oxo-butyl)-1-methyl-2-oxo-benzoimidazol-5-yl]amino]pyridine-2-carboxylic acid ClC1=C(C(=CC(=N1)C(=O)O)NC1=CC2=C(N(C(N2CCC(C(=O)OC)C)=O)C)C=C1)C#N